((5-chloro-2-methoxypyridin-3-yl)sulfonyl)-3-(3-methoxyazetidin-1-yl)-1-oxa-8-azaspiro[4.5]decane ClC=1C=C(C(=NC1)OC)S(=O)(=O)C1OC2(CC1N1CC(C1)OC)CCNCC2